N1-(5-methoxy-7-(2-methoxyethoxy)quinazolin-4-yl)benzene-1,4-diamine COC1=C2C(=NC=NC2=CC(=C1)OCCOC)NC1=CC=C(C=C1)N